5-(2,4-difluorophenyl)-N-((1-(4-methoxybenzyl)piperidin-4-yl)methyl)isoxazole-3-carboxamide FC1=C(C=CC(=C1)F)C1=CC(=NO1)C(=O)NCC1CCN(CC1)CC1=CC=C(C=C1)OC